C(C1=CC=CC=C1)C1=NC(=C2N1C=CC=C2)C(=O)O 3-benzylimidazo[1,5-a]pyridine-1-carboxylic acid